C(C)OC(=O)[C@@H](O)[C@@H](O)[C@H](O)[C@H](O)CO.FC=1C=C(C=CC1OC)CCNC(=O)OCC [2-(3-fluoro-4-methoxyphenyl)ethyl]Urethane ethyl-mannonate